N-Lauroyl-L-lysine C(CCCCCCCCCCC)(=O)N[C@@H](CCCCN)C(=O)O